nitro-L-arginine methyl ester COC([C@@H](N[N+](=O)[O-])CCCNC(N)=N)=O